2-[(2E)-2-(aminomethyl)-3-fluoroprop-2-en-1-yl]-4-{[5-(1,3-dimethyl-1H-pyrazol-5-yl)thiophen-2-yl]methyl}-2,4-dihydro-3H-1,2,4-triazol-3-one NC/C(/CN1N=CN(C1=O)CC=1SC(=CC1)C1=CC(=NN1C)C)=C\F